ClC1=C(C(=O)NC2=C3C=NN(C3=CC=C2)C=2SC=CN2)C=C(C=C1)CNC(COC)=O 2-Chloro-5-([(methoxyacetyl)amino]methyl)-N-[1-(1,3-thiazol-2-yl)-1H-indazol-4-yl]benzamide